[4-[(E)-3-[2-(2,4-diaminophenyl)ethoxy]-3-oxo-prop-1-enyl]phenyl] 4-(4-pentylcyclohexyl)cyclohexane-carboxylate C(CCCC)C1CCC(CC1)C1CCC(CC1)C(=O)OC1=CC=C(C=C1)\C=C\C(=O)OCCC1=C(C=C(C=C1)N)N